CO[Si](O[Si](OC)(OC)OC)(OC)OC Hexamethoxydisiloxane